O=C1NC(CCC1N1C(C2=CC(=C(C=C2C1=O)CN1CCN(CC1)C1=C(C=C(C=C1)NC(C1=CC(=C(C=C1)C)C#CC1=CN=C2N1N=CC=C2)=O)C(F)(F)F)F)=O)=O N-(4-(4-((2-(2,6-dioxopiperidin-3-yl)-6-fluoro-1,3-dioxoisoindolin-5-yl)methyl)piperazin-1-yl)-3-(trifluoromethyl)phenyl)-3-(imidazo[1,2-b]pyridazin-3-ylethynyl)-4-methylbenzamide